tert-butyl 7-(3-[[(benzyloxy) carbonyl] amino] propyl)-2,7-diazaspiro[3.5]nonane-2-carboxylate C(C1=CC=CC=C1)OC(=O)NCCCN1CCC2(CN(C2)C(=O)OC(C)(C)C)CC1